1-(5-methyl-2-((tetrahydro-2H-pyran-4-yl)amino)pyrimidin-4-yl)-1H-imidazole-4-carboxamide hydrochloride salt Cl.CC=1C(=NC(=NC1)NC1CCOCC1)N1C=NC(=C1)C(=O)N